C[C@H]1CN(CC[C@@H]1NC(=O)C1=CC(=CC=2N(C=NC21)CC(F)(F)F)C#CCNC=2C(OC)=CC=C(C2)S(=O)(=O)C)CC(F)(F)F N-[(3S,4S)-3-methyl-1-(2,2,2-trifluoroethyl)-4-piperidyl]-6-[3-(4-mesyl-2-anisidino)-1-propynyl]-1-(2,2,2-trifluoroethyl)-1H-1,3-benzimidazole-4-carboxamide